2-{[(1S)-1-{4-[1-(4-propenylpiperazin-1-yl)propyl]phenyl}ethyl]amino}-8-cyclopropylpyrido[2,3-d]pyrimidin-7(8H)-one C(=CC)N1CCN(CC1)C(CC)C1=CC=C(C=C1)[C@H](C)NC=1N=CC2=C(N1)N(C(C=C2)=O)C2CC2